4-(4-chloro-3,5-difluorophenyl)-6,7-dimethyl-2-((2R,4S)-2-(2-methylpyridin-4-yl)tetrahydro-2H-pyran-4-yl)pteridine ClC1=C(C=C(C=C1F)C1=NC(=NC2=NC(=C(N=C12)C)C)[C@@H]1C[C@@H](OCC1)C1=CC(=NC=C1)C)F